BrC=1N=C(C=2N(C1)C=CN2)N(C(OC(C)(C)C)=O)C2=CC=C(C=C2)N2CCN(CC2)C2COC2 tert-butyl (6-bromoimidazo[1,2-a]pyrazin-8-yl)(4-(4-(oxetan-3-yl)piperazin-1-yl)phenyl)carbamate